2-methyl-1-(piperazin-1-yl)-propan-1-one CC(C(=O)N1CCNCC1)C